O=C(CC(C(=O)[O-])(CCC1=CC=C(C=C1)C)C)CC(C(=O)[O-])(CCC1=CC=C(C=C1)C)C 2-oxopropane-1,3-diylbis(2-methyl-4-(p-tolyl) butyrate)